dideuteromethane [2H]C[2H]